tert-butyl 4-[2-[[2-[[6-(2,6-dichlorophenyl)-8-methyl-7-oxo-pyrido[2,3-d]pyrimidin-2-yl]amino]-4-pyridyl]oxy]ethyl]piperazine-1-carboxylate ClC1=C(C(=CC=C1)Cl)C1=CC2=C(N=C(N=C2)NC2=NC=CC(=C2)OCCN2CCN(CC2)C(=O)OC(C)(C)C)N(C1=O)C